1-hexyl-2,3-dimethyl-imidazole tert-Butyl-4-[(2S)-2-[(tert-butyldimethylsilyl)oxy]-1-hydroxypropyl]-4-(hydroxymethyl)piperidine-1-carboxylate C(C)(C)(C)OC(=O)N1CCC(CC1)(CO)C([C@H](C)O[Si](C)(C)C(C)(C)C)O.C(CCCCC)N1C(N(C=C1)C)C